ClC1=C(C=CC=C1)C(C)OC(=O)NC1=C(C=NN1)C#N 5-[1-(2-chlorophenyl)ethoxycarbonylamino]-4-cyano-pyrazol